N-[(1R,3S)-3-{[6-chloro-2-(trifluoromethyl)quinolin-4-yl]amino}cyclohexyl]-4-(1H-1,2,3,4-tetrazol-1-yl)benzamide ClC=1C=C2C(=CC(=NC2=CC1)C(F)(F)F)N[C@@H]1C[C@@H](CCC1)NC(C1=CC=C(C=C1)N1N=NN=C1)=O